6-(3-(2-Hydroxypropan-2-yl)azetidin-1-yl)-4-(6-(6-((6-(methoxy-d3)pyridin-3-yl)methyl)-3,6-diazabicyclo[3.1.1]heptan-3-yl)pyridin-3-yl)pyrazolo[1,5-a]pyridine-3-carbonitrile OC(C)(C)C1CN(C1)C=1C=C(C=2N(C1)N=CC2C#N)C=2C=NC(=CC2)N2CC1N(C(C2)C1)CC=1C=NC(=CC1)OC([2H])([2H])[2H]